5-((4-methoxybenzyl)amino)-2-methyl-1-(4-(4-(quinoxalin-2-yl)-1H-pyrazol-1-yl)piperidin-1-yl)pentan-1-one COC1=CC=C(CNCCCC(C(=O)N2CCC(CC2)N2N=CC(=C2)C2=NC3=CC=CC=C3N=C2)C)C=C1